C(N)(OC=1C(NC(NN1)=O)=O)=O 3,5-dioxo-2,3,4,5-tetrahydro-1,2,4-triazin-6-yl carbamate